C(C)(C)C1=C2C=C(N=CC2=C(C=C1)N1CC(C1)CS(=O)(=O)C)NC1=NC=NC(=N1)N1C[C@@H]2[C@H](C1)COC2 5-isopropyl-8-(3-((methanesulfonyl)methyl)azetidin-1-yl)-N-(4-((3aR,6aS)-tetrahydro-1H-furo[3,4-c]pyrrol-5(3H)-yl)-1,3,5-triazin-2-yl)isoquinolin-3-amine